2-(3-bromophenyl)-2-methyl-5-((2-(1-((2-(trimethylsilyl)ethoxy)methyl)-1H-pyrazol-4-yl)propan-2-yl)thio)pentanoic acid BrC=1C=C(C=CC1)C(C(=O)O)(CCCSC(C)(C)C=1C=NN(C1)COCC[Si](C)(C)C)C